(R)-N-((R)-7-chloro-9-p-toluenesulfonyl-2,3,4,9-tetrahydro-1H-carbazol-4-yl)-2-methylpropan-2-sulfinamide ClC1=CC=C2C=3[C@@H](CCCC3N(C2=C1)S(=O)(=O)C1=CC=C(C)C=C1)N[S@](=O)C(C)(C)C